[(3aR,7aS)-5-[1-(2,2-difluoroethyl)-1H-pyrazolo[3,4-b]pyrazin-6-yl]-octahydro-1H-pyrrolo[3,4-c]pyridin-2-yl]-2-(trifluoromethyl)pyridine FC(CN1N=CC=2C1=NC(=CN2)N2C[C@@H]1[C@H](CC2)CN(C1)C=1C(=NC=CC1)C(F)(F)F)F